OC1(CCCC1)C(=O)N1CCN(C2(C1)CCN(C(CC2)=O)CC(=O)O)C 2-(4-(1-hydroxycyclopentane-1-carbonyl)-1-methyl-10-oxo-1,4,9-triazaspiro[5.6]dodecan-9-yl)acetic acid